ethyl 5-(2,4-difluorophenyl)-2-(hydroxymethyl)-3-methyl-3,4-dihydro-2H-pyrano[2,3-b]pyridine-7-carboxylate FC1=C(C=CC(=C1)F)C1=C2C(=NC(=C1)C(=O)OCC)OC(C(C2)C)CO